2-(4-Fluoro-phenyl)-1-[6-(3-methoxy-benzyl)-2,6-diaza-spiro[3.3]hept-2-yl]-ethanone FC1=CC=C(C=C1)CC(=O)N1CC2(C1)CN(C2)CC2=CC(=CC=C2)OC